4-(4-((2,2-difluoroethyl)amino)-1-((5-methoxy-7-methyl-1H-indol-4-yl)methyl)piperidin-2-yl)benzoic acid FC(CNC1CC(N(CC1)CC1=C2C=CNC2=C(C=C1OC)C)C1=CC=C(C(=O)O)C=C1)F